C(C[C@H](C(=O)O)N)C[C@@H](C(=O)O)N meso-α,ε-diaminopimelic acid